C(#C)C1=NSC=N1 3-ethynyl-1,2,4-thiadiazole